(7-methoxy-2,2-dimethyl-2H-chromen-8-yl)boronic acid COC1=CC=C2C=CC(OC2=C1B(O)O)(C)C